COC1=C(C=C(C=C1)OC)C=1C=C2CC(C(C2=CC1OC)NC(O[C@@H]1CN2CCC1CC2)=O)(C)C (S)-quinuclidin-3-yl (5-(2,5-dimethoxyphenyl)-6-methoxy-2,2-dimethyl-2,3-dihydro-1H-inden-1-yl)carbamat